mesitylbis(perfluorophenyl)borane C1(=C(C(=CC(=C1)C)C)B(C1=C(C(=C(C(=C1F)F)F)F)F)C1=C(C(=C(C(=C1F)F)F)F)F)C